methyl 6-hydroxy-2-(3-iodophenyl)-2,5-dimethylhexanoate OCC(CCC(C(=O)OC)(C)C1=CC(=CC=C1)I)C